FC=1C=C(C=NC1)CN1N=C(C=CC1=O)C=1C=NC(=NC1)OCC(C)(C)C 2-((5-fluoropyridin-3-yl)methyl)-6-(2-(neopentyloxy)pyrimidin-5-yl)pyridazin-3(2H)-one